FC1=CC=C(C=C1)C1=C(C(=NC(=C1)C1=C(C=CC=C1)[N+](=O)[O-])OC)C#N 4-(4-Fluorophenyl)-2-methoxy-6-(2-nitrophenyl)pyridine-3-carbonitrile